(3-Fluoro-5-(1-(4-fluorophenyl)-1H-pyrazol-4-yl)phenyl)carbamic acid tert-butyl ester C(C)(C)(C)OC(NC1=CC(=CC(=C1)C=1C=NN(C1)C1=CC=C(C=C1)F)F)=O